6-(5-Chloro-2-((tetrahydro-2H-pyran-4-yl)amino)pyrimidin-4-yl)-3-oxo-1H-pyrrolo[1,2-c]imidazol ClC=1C(=NC(=NC1)NC1CCOCC1)C=1C=C2N(C(NC2)=O)C1